2-(benzyloxy)-5-((4-bromo-1H-pyrazol-1-yl)methyl)pyridine C(C1=CC=CC=C1)OC1=NC=C(C=C1)CN1N=CC(=C1)Br